[4-[[4-Chloro-3-(trifluoromethyl)phenyl]sulfonyl]-1-piperazinyl][4-(5-methyl-1H-pyrazol-1-yl)phenyl]methanone ClC1=C(C=C(C=C1)S(=O)(=O)N1CCN(CC1)C(=O)C1=CC=C(C=C1)N1N=CC=C1C)C(F)(F)F